1-(3-chloro-4-fluorophenyl)-3-(2-fluoro-3-(3-(pyrrolidin-1-yl)quinoxaline-6-carbonyl)phenyl)urea ClC=1C=C(C=CC1F)NC(=O)NC1=C(C(=CC=C1)C(=O)C=1C=C2N=C(C=NC2=CC1)N1CCCC1)F